ethyldiethylmethyl-ammonium Ethyl-(E)-4-[5-(3-chloro-10,11-dihydro-5H-dibenzo[b,f]azepin-5-yl)pentylamino]but-2-enoate C(C)OC(\C=C\CNCCCCCN1C2=C(CCC3=C1C=CC=C3)C=CC(=C2)Cl)=O.C(C)[N+](C)(CC)CC